BrCCCC(=O)NC=1OC=CN1 4-bromo-N-oxazol-2-yl-butyramide